Cl.N[C@@H](CS)C(=O)O cysteine-hydrochloride